Ethyl 3-(3,5-dibromo-4-pyridyl)propanoate BrC=1C=NC=C(C1CCC(=O)OCC)Br